CC=1C=C(C=C2C=NNC12)C[C@H](C(=O)N1CCN(CC1)C1CCN(CC1)C)N1CCC2(C(NC3=NC=CC=C32)=O)CC1 (R)-N-(3-(7-methyl-1H-indazol-5-yl)-1-(4-(1-methylpiperidin-4-yl)piperazin-1-yl)-1-Oxopropan-2-yl)-2'-oxo-1',2'-dihydrospiro[piperidine-4,3'-pyrrolo[2,3-b]pyridine]